1-METHYL-1H-INDAZOLE-5-CARBALDEHYDE CN1N=CC2=CC(=CC=C12)C=O